O1C=CC=CC2=C1C=CC=C2 benzo[5,6]oxepin